(R)-5-(2-ethoxy-3-pyridinyl)-1-[1-methylpropyl]-N-[(1-methylpyrazol-4-yl)methyl]pyrazolo[4,3-b]pyridin-7-amine C(C)OC1=NC=CC=C1C1=CC(=C2C(=N1)C=NN2[C@@H](CC)C)NCC=2C=NN(C2)C